tert-butyl (1-(2-(4-(4-(1H-imidazole-1-carboxamido)-2-oxopyrimidin-1(2H)-yl)phenyl)acetyl)piperidin-4-yl)carbamate N1(C=NC=C1)C(=O)NC1=NC(N(C=C1)C1=CC=C(C=C1)CC(=O)N1CCC(CC1)NC(OC(C)(C)C)=O)=O